[C@H]1([C@@H](O)[C@@H](O)[C@H](O)[C@H](O1)CO)OCCNC(CCCCCNC(OCC1=CC=CC=C1)=O)=O benzyl [6-({2-[(α-D-mannopyranosyl)oxy]ethyl}amino)-6-oxohexyl]carbamate